ClC1=CC=C(C=C1)C1C(=C(N=C2N1C(/C(/S2)=C/C2=CC=C(C=C2)OC)=O)C)C(=O)OC(C)C isopropyl (Z)-5-(4-chlorophenyl)-2-(4-methoxybenzylidene)-7-methyl-3-oxo-2,3-dihydro-5H-thiazolo[3,2-a]pyrimidine-6-carboxylate